7-(5-(5-((1R,4R)-4-aminocyclohexyl)-1,3,4-thiadiazol-2-yl)-4-(isopropylamino)pyridin-2-yl)pyrrolo[1,2-b]Pyridazine-3-carbonitrile NC1CCC(CC1)C1=NN=C(S1)C=1C(=CC(=NC1)C1=CC=C2N1N=CC(=C2)C#N)NC(C)C